1,2,3,4,6-penta-O-(3,4-dihydroxy-5-[(3,4,5-trihydroxybenzoyl)oxy]benzoyl)-D-glucopyranose OC=1C=C(C(=O)OC2[C@H](OC(C3=CC(=C(C(=C3)OC(C3=CC(=C(C(=C3)O)O)O)=O)O)O)=O)[C@@H](OC(C3=CC(=C(C(=C3)OC(C3=CC(=C(C(=C3)O)O)O)=O)O)O)=O)[C@H](OC(C3=CC(=C(C(=C3)OC(C3=CC(=C(C(=C3)O)O)O)=O)O)O)=O)[C@H](O2)COC(C2=CC(=C(C(=C2)OC(C2=CC(=C(C(=C2)O)O)O)=O)O)O)=O)C=C(C1O)OC(C1=CC(=C(C(=C1)O)O)O)=O